1,3-diisocyanato-2,4-diethylcyclohexane N(=C=O)C1C(C(C(CC1)CC)N=C=O)CC